3-(4-bromo-1-(3,5-difluorophenyl)-1-hydroxybut-3-yn-1-yl)-1,5-dimethylpyridin-2(1H)-one BrC#CCC(O)(C1=CC(=CC(=C1)F)F)C=1C(N(C=C(C1)C)C)=O